C1(=CC=CC=C1)C1=C(C2=C([Se]C3=C2C=CC=C3)C=C1)C1=C(C(=C(C=C1)C1=C(C(=CC=3C2=CC=CC=C2CC13)C)C)C1=C(C(=CC=3C2=CC=CC=C2CC13)C)C)C1=NN=NC=C1 (phenyl)[bis(dimethylfluorenyl)triazinylphenyl]dibenzoselenophene